6-chloro-N-methyl-2-(4-methyl-1-(2-nitrophenyl)-5-oxo-4,5-dihydro-1H-1,2,4-triazol-3-yl)pyridine-3-sulfonamide ClC1=CC=C(C(=N1)C1=NN(C(N1C)=O)C1=C(C=CC=C1)[N+](=O)[O-])S(=O)(=O)NC